tert-butyl (S,E)-2-((3-(7-(dimethylamino)-2-((methoxycarbonyl)amino)-7-oxohept-5-enamido)-2-oxopyridin-1(2H)-yl)methyl)-5-fluoro-7-(3,3,3-trifluoropropyl)-1H-indole-1-carboxylate CN(C(/C=C/CC[C@@H](C(=O)NC=1C(N(C=CC1)CC=1N(C2=C(C=C(C=C2C1)F)CCC(F)(F)F)C(=O)OC(C)(C)C)=O)NC(=O)OC)=O)C